C(\C=C\C)(=O)OCCCCOC1=C(C=C(C=C1)C1=NN=C(N1)C1=NNC(=C1)OCC)I 5-(4-(4-crotonyloxybutoxy)-3-iodophenyl)-2-(5-ethoxy-3-pyrazolyl)-1,3,4-triazole